[1-[[(4S)-2-oxa-5-azabicyclo[2.2.1]heptan-5-yl]methyl]cyclopropyl]methanol C12OC[C@@H](N(C1)CC1(CC1)CO)C2